1,4-dihydro-4-(4-methoxyphenyl)-2,6-dimethyl-3,5-pyridinedicarboxylic acid diethyl ester C(C)OC(=O)C1=C(NC(=C(C1C1=CC=C(C=C1)OC)C(=O)OCC)C)C